3-(5-fluoropyrimidin-2-yl)-4-(trifluoromethyl)aniline FC=1C=NC(=NC1)C=1C=C(N)C=CC1C(F)(F)F